C1(CC1)CN1C=CC=2C=3CC(N4C(C3C=C(C21)OC)=CC(C(=C4)C(=O)O)=O)C(C)C 1-(cyclopropylmethyl)-5-isopropyl-12-methoxy-9-oxo-1,4,5,9-tetrahydropyrido[2,1-a]pyrrolo[3,2-f]Isoquinoline-8-carboxylic acid